OC=1C(C(C1O)=O)=O 3,4-dihydroxy-cyclobut-3-ene-1,2-dione